ClC=1C=C2C=C(NC2=CC1OCC=1N=CSC1)CNC([C@H](C)C#N)=O (R)-N-((5-chloro-6-(thiazol-4-ylmethoxy)-1H-indol-2-yl)methyl)-2-cyanopropanamide